(S)-4-(tert-butyl)-N-(8-(4-((1-methyl-1H-pyrazol-3-yl)amino)-1,3,5-triazin-2-yl)-2-(2,2,2-trifluoroethyl)-2,3,4,5-tetrahydro-1H-benzo[c]azepin-5-yl)oxazole-2-carboxamide C(C)(C)(C)C=1N=C(OC1)C(=O)N[C@@H]1C2=C(CN(CC1)CC(F)(F)F)C=C(C=C2)C2=NC=NC(=N2)NC2=NN(C=C2)C